2-(3-fluorobicyclo[1.1.1]pentan-1-yl)-4,4-dimethylcyclohex-1-ene-1-carbaldehyde FC12CC(C1)(C2)C2=C(CCC(C2)(C)C)C=O